P1[O+](OCCC1)[O-] 3,2-dioxaphosphinane 2-oxide